7-methoxy-1-(((5-oxopyrrolidin-2-yl)methyl)amino)isoquinoline-6-carboxamide COC1=C(C=C2C=CN=C(C2=C1)NCC1NC(CC1)=O)C(=O)N